ethyl 8-bromo-2,2-dimethyl-chroman-6-carboxylate BrC=1C=C(C=C2CCC(OC12)(C)C)C(=O)OCC